5-(3-bromophenyl)-3-fluoro-5,8,8-trimethyl-6-oxo-5,6,7,8,9,10-hexahydrobenzo[b][1,8]naphthyridine-4-carbonitrile BrC=1C=C(C=CC1)C1(C2=C(NC=3N=CC(=C(C13)C#N)F)CC(CC2=O)(C)C)C